5-(cyclopenten-1-yl)-N-[3-fluoro-4-[[7-(2-methoxyethoxy)-1,5-naphthyridin-4-yl]oxy]phenyl]-4-hydroxy-2,6-dimethylpyridine-3-carboxamide C1(=CCCC1)C=1C(=C(C(=NC1C)C)C(=O)NC1=CC(=C(C=C1)OC1=CC=NC2=CC(=CN=C12)OCCOC)F)O